4-(4-hydroxy-3-nitrophenyl)-8-phenyl-3,4-dihydrobenzo[f][1,4]oxazepin-5(2H)-one OC1=C(C=C(C=C1)N1CCOC2=C(C1=O)C=CC(=C2)C2=CC=CC=C2)[N+](=O)[O-]